2,3-diisocyanatonaphthalene N(=C=O)C1=CC2=CC=CC=C2C=C1N=C=O